[Al].C1=C(C=CC2=CC=CC=C12)O (2-naphthol) aluminum